BrC1=NN(C=C1F)CC1=CC=C(C=C1)OC 3-bromo-4-fluoro-1-[(4-methoxyphenyl)methyl]-1H-pyrazole